4-benzoyl-deoxycytidine C(C1=CC=CC=C1)(=O)C1(NC(N([C@H]2C[C@H](O)[C@@H](CO)O2)C=C1)=O)N